C(CCCCCCCCCCCCCCC(=O)OO)(=O)OO diperoxyhexadecanedioic acid